ClC(C(=O)[O-])C alpha-chloropropionate